CC1=NC=NN1 5-methyl-1H-1,2,4-triazol